CC(OC(NCC[C@@H](NC(OCC1=CC=CC=C1)=O)C=1C=C(C(=O)OCC)C=CC1)=O)(C)C ethyl (R)-3-(11,11-dimethyl-3,9-dioxo-1-phenyl-2,10-dioxa-4,8-diazadodecan-5-yl)benzoate